COCCC(=O)C1=CC=CC=C1 3-methoxy-1-phenylpropan-1-one